C(C)(=O)OC1=C2C3CCC(C2=C(C=2C(C4=CC=C(C=C4C(C12)=O)C)=O)OC(C)=O)C3 8-methyl-6,11-dioxo-1,2,3,4,6,11-hexahydro-1,4-methanotetracene-5,12-diyl diacetate